(R)-3-(5-(7,7-difluoro-2-(2-(trifluoromethyl)azetidin-1-yl)-6,7-dihydro-5H-cyclopenta[d]pyrimidin-4-yl)thiophen-2-yl)oxetan-3-amine FC1(CCC2=C1N=C(N=C2C2=CC=C(S2)C2(COC2)N)N2[C@H](CC2)C(F)(F)F)F